1-(chloromethyl)-2,3-dihydro-1H-benzo[e]indole ClCC1CNC=2C=CC3=C(C12)C=CC=C3